CN1C(=NC=C1C(=O)OC(C)(C)C)CN1C[C@H](CC1)N1C(N(C=2C1=NC=CC2)C2=CC=C(C=C2)C)=O tert-Butyl (S)-1-methyl-2-((3-(2-oxo-1-(p-tolyl)-1,2-dihydro-3H-imidazo[4,5-b]pyridin-3-yl)pyrrolidin-1-yl)methyl)-1H-imidazole-5-carboxylate